[(3S)-3-(1H-1,2,4-Triazol-5-yl)pyrrolidin-1-yl]-[2-[3-(trifluoromethyl)phenyl]sulfonyl-2,6-diazaspiro[3.3]heptan-6-yl]methanone N1N=CN=C1[C@@H]1CN(CC1)C(=O)N1CC2(CN(C2)S(=O)(=O)C2=CC(=CC=C2)C(F)(F)F)C1